Cl.N1C[C@H](CC1)CN1CC2(C1)CCC(CC2)NS(=O)(=O)C (S)-N-(2-(pyrrolidin-3-ylmethyl)-2-azaspiro[3.5]nonan-7-yl)methanesulfonamide hydrochloride